COC=1C(=C(C(=C(C1C(C)C)C1=CC=CC=C1)C(C)C)OC)C(C)C dimethoxy-2,4,6-tri-i-propyl-1,1-biphenyl